O1CCCC1 1-oxacyclopentane